7-morpholino-5-[(2E)-2-(m-tolylmethylene)hydrazino]-N-(2-pyridyl)oxazolo[4,5-d]pyrimidine-2-carboxamide O1CCN(CC1)C=1C2=C(N=C(N1)N/N=C/C=1C=C(C=CC1)C)N=C(O2)C(=O)NC2=NC=CC=C2